1-(3-(4-methoxyphenyl)-6-((2,2,2-trifluoroethoxy)methyl)pyrazin-2-yl)piperidine-4-carboxylic acid COC1=CC=C(C=C1)C=1C(=NC(=CN1)COCC(F)(F)F)N1CCC(CC1)C(=O)O